4-aminobenzyl sulfide NC1=CC=C(CSCC2=CC=C(C=C2)N)C=C1